(S)-1-(2-(4-(5-(3-cyano-5-fluorophenyl)-4,5-dihydro-1H-pyrazole-1-carbonyl)piperazin-1-yl)-5-fluoropyrimidin-4-yl)-3,5-dimethyl-1H-pyrazole-4-carbonitrile C(#N)C=1C=C(C=C(C1)F)[C@@H]1CC=NN1C(=O)N1CCN(CC1)C1=NC=C(C(=N1)N1N=C(C(=C1C)C#N)C)F